(S,E)-4-(2-(2-(2-cyano-[1,1'-biphenyl]-3-yl)vinyl)-6-(4-cyanobutoxy)-3-Methylbenzyl)morpholine-3-carboxylic acid C(#N)C1=C(C=CC=C1/C=C/C1=C(CN2[C@@H](COCC2)C(=O)O)C(=CC=C1C)OCCCCC#N)C1=CC=CC=C1